2-(2-((3s,4r)-3-amino-4-fluoropyrrolidin-1-yl)-6-cyclopropylpyrimidin-4-yl)-4-(2-fluoro-6-methoxyphenyl)-2,3-dihydro-1H-pyrrolo[3,4-c]pyridin-1-one N[C@H]1CN(C[C@H]1F)C1=NC(=CC(=N1)N1CC=2C(=NC=CC2C1=O)C1=C(C=CC=C1OC)F)C1CC1